C1(CC1)OC=1C=C(N=NC1C1CC1)NC(OC(C)(C)C)=O tert-butyl (5-cyclopropoxy-6-cyclopropylpyridazin-3-yl)carbamate